FC(C(C(C(C(C(F)(F)F)(F)F)(F)F)=O)(C(F)(F)F)F)(F)F 1,1,1,2,4,4,5,5,6,6,6-undecafluoro-2-trifluoromethylhexane-3-one